4'-amino-4-methoxy-3'-nitro-[1,1'-biphenyl] NC1=C(C=C(C=C1)C1=CC=C(C=C1)OC)[N+](=O)[O-]